ClC1=CC(=C(C=C1)C1=CC=C(C=C1)C1CN(C1)C(CCC1NC(NC1)=O)=O)S(=O)(=O)C (+)-4-[3-[3-[4-(4-Chloro-2-methylsulfonyl-phenyl)phenyl]azetidin-1-yl]-3-oxo-propyl]imidazolidin-2-one